S1C(=NC2=C1C=CC=C2)C(=O)C=2SC=CC2 benzo[d]thiazol-2-yl-(thiophen-2-yl)methanone